C(#N)C=1C=C(C(=NC1)OC)S(=O)(=O)NC1=C(C(=C(C=C1)F)C=1C=CC=2N(C1)C=NC2N2N=NN=C2)F 5-cyano-N-[2,4-difluoro-3-[1-(1,2,3,4-tetrazol-1-yl)imidazo[1,5-a]pyridin-6-yl]phenyl]-2-methoxypyridine-3-sulfonamide